C(C)(C)(C)OC(=O)OC=1C=C2CCN(C(C2=CC1)C)C(=O)OC(C)(C)C tert-butyl 6-((tert-butoxycarbonyl)oxy)-1-methyl-3,4-dihydroisoquinoline-2(1H)-carboxylate